CC1=C(OC=2C(=CC(N(C2)C)=O)C=2C3=C(C(N(C2)C)=O)NC(=C3)C=3NC(=CN3)C)C(=CC=C1)C 4-(5-(2,6-dimethylphenoxy)-1-methyl-2-oxo-1,2-dihydropyridin-4-yl)-6-methyl-2-(5-methyl-1H-imidazol-2-yl)-1,6-dihydro-7H-pyrrolo[2,3-c]pyridin-7-one